C(#N)C1=CC=2N(C=C1)C(=C(N2)C=2OC1=C(C2)C=C(C=C1)OC)NC(OC(C)(C)C)=O tert-Butyl N-[7-cyano-2-(5-methoxy-1-benzofuran-2-yl)imidazo[1,2-a]pyridin-3-yl]carbamate